1-Propyl-1-ethylpyrrolidinium fluorid [F-].C(CC)[N+]1(CCCC1)CC